C(#N)C1=CC=C(C(=O)NCCC2=CC=C(C(=O)O)C=C2)C=C1 4-(2-(4-cyanobenzamido)ethyl)benzoic acid